prop-2-en-1-yl (3-{[bis(benzyloxy)phosphoryl]oxy}propyl)carbamate C(C1=CC=CC=C1)OP(=O)(OCC1=CC=CC=C1)OCCCNC(OCC=C)=O